C(CCCCC(=O)O)(=O)O (e)-Adipic acid